3-(3-ethyl-4-oxo-spiro[6,8-dihydro-5H-pyrazolo[4,3-c]azepine-7,4'-tetrahydropyran]-1-yl)propyl 2,5-dimethyloxazole-4-carboxylate CC=1OC(=C(N1)C(=O)OCCCN1N=C(C=2C(NCC3(CCOCC3)CC21)=O)CC)C